C(C)(C)C1=C(C(=CC=C1)C(C)C)N1C(N(CC1)C1=C(C=CC=C1C(C)C)C(C)C)=[Ru-4](=CC1=C(C=CC=C1)OC(C)C)(Cl)Cl [1,3-bis(2,6-di-isopropylphenyl)-2-imidazolidinylidene]dichloro(o-isopropoxyphenylmethylene)Ruthenium(II)